(S)-1-(1-acryloylpyrrolidin-3-yl)-5-amino-3-((3-methoxy-5-(methylcarbamoyl)phenyl)ethynyl)-1H-pyrazole-4-carboxamide C(C=C)(=O)N1C[C@H](CC1)N1N=C(C(=C1N)C(=O)N)C#CC1=CC(=CC(=C1)C(NC)=O)OC